S(O)O mono(thio) alcohol